6'-Ethoxy-N4-{[1-(ethoxymethyl)cyclopentyl]methyl}-N4-methyl-5'-(trifluoromethyl)-[2,3'-bipyridine]-4,5,6-triamine C(C)OC1=C(C=C(C=N1)C1=NC(=C(C(=C1)N(C)CC1(CCCC1)COCC)N)N)C(F)(F)F